BrC1=CN=C(C(=N1)N)C#CC(CCCOC)(C)C 6-Bromo-3-(6-methoxy-3,3-dimethyl-hex-1-ynyl)pyrazin-2-amine